FC(F)N1C=NC2=C1C=CC=C2 (difluoromethyl)-1H-benzo[d]imidazole